ClC=1C=C2C=C(NC2=CC1)C(=O)N[C@H](C(=O)N[C@H](C(=O)N[C@H](C(NC1=CC=C(C=C1)OC(F)(F)F)=O)CC=1N=NNN1)CC(=O)N)CC1=CC2=CC=CC=C2C=C1 (S)-2-((S)-2-(5-Chloro-1H-indole-2-carboxamido)-3-(naphthalen-2-yl)propanamido)-N1-((S)-1-oxo-3-(2H-tetrazol-5-yl)-1-((4-(trifluoromethoxy)phenyl)amino)propan-2-yl)succinamide